(R)-N-((R)-3-bromo-2-methyl-4,5,6,7-tetrahydropyrazolo[1,5-a]pyridin-4-yl)-2-methylpropane-2-sulfinamide BrC=1C(=NN2C1[C@@H](CCC2)N[S@](=O)C(C)(C)C)C